(S)-N-(3-(6-amino-5-(2-(methylamino)propoxy)pyrimidin-4-yl)-5-fluoro-2-methylphenyl)-4-cyclopropyl-2-fluorobenzamide NC1=C(C(=NC=N1)C=1C(=C(C=C(C1)F)NC(C1=C(C=C(C=C1)C1CC1)F)=O)C)OC[C@H](C)NC